C(CCCCCCCCCC=C)(=O)OC methyl dodeca-11-enoate